6λ3-4-azaspiro[2.4]heptan-5-one C1CC12NC([CH]C2)=O